COC1=C(C=C2C(=NC(=NC2=C1)C)N[C@H](C)C1=CC(=CC(=C1)C(F)(F)F)[N+](=O)[O-])OC1CCN(CC1)C(=O)C1CCN(CC1)C(=O)[O-] (R)-4-(4-((7-methoxy-2-methyl-4-((1-(3-nitro-5-(trifluoromethyl)phenyl)ethyl)amino)quinazolin-6-yl)oxy)piperidine-1-carbonyl)piperidine-1-carboxylate